Tertiary butanol C(C)(C)(C)O